2-((3s,4s)-3-amino-4-hydroxy-pyrrolidin-1-yl)-5-(2,3-dichloro-phenyl)-6-methyl-pyrimidine-4-carboxylic acid amide N[C@H]1CN(C[C@@H]1O)C1=NC(=C(C(=N1)C(=O)N)C1=C(C(=CC=C1)Cl)Cl)C